1-(2-bromophenyl)ethan-1-one octyl-((S)-(((2R,3S,5R)-5-(6-amino-2-fluoro-9H-purin-9-yl)-2-ethynyl-3-hydroxytetrahydrofuran-2-yl)methoxy)(phenoxy)phosphoryl)-L-phenylalaninate C(CCCCCCC)N([C@@H](CC1=CC=CC=C1)C(=O)O)[P@@](=O)(OC1=CC=CC=C1)OC[C@]1(O[C@H](C[C@@H]1O)N1C2=NC(=NC(=C2N=C1)N)F)C#C.BrC1=C(C=CC=C1)C(C)=O